[Si](C)(C)(C(C)(C)C)OC=1C=CC2=C(C(=C(O2)C=O)C(=O)OCC)C1 ethyl 5-((tert-butyldimethylsilyl) oxy)-2-formylbenzofuran-3-carboxylate